OCC=1C=C(C=C)C=CC1 3-(hydroxymethyl)styrene